(((9H-fluoren-9-yl)methoxy)carbonyl)glycylglycylglycine C1=CC=CC=2C3=CC=CC=C3C(C12)COC(=O)NCC(=O)NCC(=O)NCC(=O)O